ClC=1C=2CC3C(C2C=C(C1)F)(C3)C3=CN=CN3 5-(5-chloro-3-fluoro-6,6a-dihydro-1aH-cyclopropa[1,2-a]inden-1a-yl)-1H-imidazole